N-(3-(4-(4-Aminopyrrolo[2,1-f][1,2,4]triazin-7-yl)-1H-pyrazol-1-yl)-4-Methylphenyl)-5-(trifluoromethyl)pyridazine-3-carboxamide NC1=NC=NN2C1=CC=C2C=2C=NN(C2)C=2C=C(C=CC2C)NC(=O)C=2N=NC=C(C2)C(F)(F)F